N-(1-methyl-1H-pyrazol-3-yl)pyrrolo[2,1-f][1,2,4]triazin-2-amine CN1N=C(C=C1)NC1=NN2C(C=N1)=CC=C2